C(C=C)(=O)OCCP(=O)(OC)OC 2-dimethoxyphosphorylethyl prop-2-enoate